COC([C@@H](NCC(=O)NC1=C(C=CC(=C1)Cl)N1N=NN=C1)CCOC)=O N-(2-((5-chloro-2-(1H-tetrazol-1-yl)phenyl)amino)-2-oxoethyl)-O-methyl-homoserine methyl ester